COC(CNC(=O)[C@@H]1N(CCN(C1)C(=O)OC(C)(C)C)C(=O)OCC1=CC=CC=C1)=O 1-benzyl 4-tert-butyl (R)-2-((2-methoxy-2-oxoethyl)carbamoyl)piperazine-1,4-dicarboxylate